CN1C=2C=CC=CC2N(C2=CC=CC=C12)C=1C=C(C=CC1)C1=CC(=CC=C1)C1=CC(=CC=C1)C1=NC2=C(N1C)C=CC=C2 5-methyl-10-(3''-(1-methyl-1H-benzo[d]imidazol-2-yl)-[1,1':3',1''-terphenyl]-3-yl)-5,10-dihydrophenazine